C(C)(=O)N[C@H]1CN(CCC1)C(=O)NCCCNC1=NC=CC=C1 (3R)-3-acetamido-N-[3-(pyridin-2-ylamino)propyl]piperidine-1-carboxamide